CC1(C=2N3C(C4=C(C=5C3=C(C1(C)C)C=CC5)C=CC(=C4)OC4=CC=C5C=C1C=CC3(C=6C=7C=CC=CC7N(C16)C5=N4)CCCCC3)=NC2)C 11'-((3,3,4,4-tetramethyl-3,4-dihydrodibenzo[b,ij]imidazo[2,1,5-de]quinolizin-10-yl)oxy)spiro[cyclohexane-1,5'-[1,8]naphthyridino[3,2,1-jk]carbazole]